methacryloxyethyl-n-hexadecyl-dimethyl-ammonium bromide [Br-].C(C(=C)C)(=O)OCC[N+](C)(C)CCCCCCCCCCCCCCCC